3-(3,5-di-tert-butyl-4'-hydroxyphenyl)propionylhexamethylenediamine C(C)(C)(C)C=1C=C(C=C(C1O)C(C)(C)C)CCC(=O)NCCCCCCN